[N+](=O)(OC(C(C)C)=O)[O-] Isobutyryl nitrate